3-(bis{2-[(tert-butyl)bis(methyl)siloxy]dodecyl}amino)propyl (S)-4-[p-(benzyloxy)phenyl]-2-[(tert-butyl) (oxycarbonylamino)]butyrate C(C1=CC=CC=C1)OC1=CC=C(C=C1)CC[C@@H](C(=O)OCCCN(CC(CCCCCCCCCC)O[Si](C(C)(C)C)(C)C)CC(CCCCCCCCCC)O[Si](C)(C)C(C)(C)C)NC(=O)OC(C)(C)C